6-amino-2-(3,5-dichloro-4-((5-(6,6-difluorospiro[3.3]heptan-1-yl)-6-hydroxypyridin-3-yl)oxy)phenyl)-1,2,4-triazine-3,5(2H,4H)-dione NC=1C(NC(N(N1)C1=CC(=C(C(=C1)Cl)OC=1C=NC(=C(C1)C1CCC12CC(C2)(F)F)O)Cl)=O)=O